OC1(C(C(=CC(=C1C=O)O)O)C=O)C=O 2,4,6-trihydroxybenzenetrioaldehyde